C(#N)C1=CN=CN1C1=CC=CC(=N1)C(=O)NC1=NC(=CC=C1)C(F)(F)F 6-(5-cyano-1H-imidazol-1-yl)-N-(6-(trifluoromethyl)pyridinyl)picolinamide